FC=1C(=C(C=CC1F)[C@H]1[C@@H](O[C@]([C@@H]1C)(C(F)(F)F)C)C(=O)NC1=CC(=NC=C1C)C(=O)N)OC 4-[[(2R,3S,4R,5R)-3-(3,4-Difluoro-2-methoxy-phenyl)-4,5-dimethyl-5-(trifluoromethyl)tetrahydrofuran-2-carbonyl]amino]-5-methyl-pyridin-2-carboxamid